4-amino-1-(2-fluorophenyl)-6-oxo-pyridazine-3-carboxylic acid methyl ester COC(=O)C1=NN(C(C=C1N)=O)C1=C(C=CC=C1)F